C(C(=C)C)(=O)[O-].COCCN1C(=[N+](C=C1)CCOC)C 1,3-bis(2-methoxyethyl)-2-methylimidazolium methacrylate